2-((9,10-dioxo-9,10-dihydroanthracen-2-yl)carbamoyl)benzoic acid O=C1C2=CC=CC=C2C(C=2C=CC(=CC12)NC(=O)C1=C(C(=O)O)C=CC=C1)=O